6-((benzyloxycarbonyl)(methyl)amino)-2-azaspiro[3.3]Heptane-2-carboxylic acid tert-butyl ester C(C)(C)(C)OC(=O)N1CC2(C1)CC(C2)N(C)C(=O)OCC2=CC=CC=C2